C(CCC)C1=CC=C(C=C1)C#CC1=C(C=C(C=C1F)C#CC#N)F 3-{4-[2-(4-butylphenyl)ethynyl]-3,5-difluorophenyl}prop-2-ynenitrile